C(=O)C1=C(C=CC(=C1)C#N)C1=CC=C(C=C1)O formyl-4'-hydroxy-4-biphenylcarbonitrile